(Z)-N'-((2-amino-5-bromonicotinoyl)oxy)-2,6-dichlorobenzamidine NC1=C(C(=O)O\N=C(\C2=C(C=CC=C2Cl)Cl)/N)C=C(C=N1)Br